ClC=1C=C(C=C(C1)NS(=O)(=O)C)NC(=O)C1=CN(C(=C1)C1=NC(=CC=C1F)OC)C N-(3-chloro-5-(methylsulfonamido)phenyl)-5-(3-fluoro-6-methoxypyridin-2-yl)-1-methyl-1H-pyrrole-3-carboxamide